2,3,3-trideuteroacrylic acid [2H]C(C(=O)O)=C([2H])[2H]